C1CCCCCCCC1.[Cr] chromium cyclononane